N-{2-[(2S,4R)-2-{[(S)-(4-cyclopropyl-3-fluorophenyl)(phenyl)methyl]carbamoyl}-4-fluoropyrrolidin-1-yl]-2-oxoethyl}-4-(cyclopropylmethyl)piperazine-1-carboxamide C1(CC1)C1=C(C=C(C=C1)[C@H](C1=CC=CC=C1)NC(=O)[C@H]1N(C[C@@H](C1)F)C(CNC(=O)N1CCN(CC1)CC1CC1)=O)F